CC1=C(C(=O)NC2(CC2)C2=C3C=CC=NC3=CC(=C2)C2=CC=CC=C2)C=C(C=C1)OC[C@H]1N(CC1)C (S)-2-Methyl-5-((1-methylazetidin-2-yl)methoxy)-N-(1-(7-phenylquinolin-5-yl)cyclopropyl)benzamide